C(C)(C)(C)OC(=O)N1CC(CCC1)C=1C=NC(=C(C1)C1=CC=CC=C1)OC 3-(6-methoxy-5-phenylpyridin-3-yl)piperidine-1-carboxylic acid tert-butyl ester